FC=1C=C(C=C(C1)F)CC=1C=C2C(=NNC2=CC1)NC(=O)C1=C(NC2CCN(CC2)C(=O)OC(C)(C)C)C=CC=C1 tert-butyl 4-[2-[[5-[(3,5-difluorophenyl)methyl]-1H-indazol-3-yl]carbamoyl]anilino]piperidine-1-carboxylate